CC(=CCC/C(=C/COP(=O)(O)OP(=O)(O)O)/C)C The molecule is the diphosphate of the polyprenol compound geraniol. It has a role as an Escherichia coli metabolite and a mouse metabolite. It derives from a geraniol. It is a conjugate acid of a geranyl diphosphate(3-).